(2R,4R)-4-hydroxy-N-[3-(4-{3-[(trifluoromethoxy)methyl]azetidine-1-carbonyl}-1H-pyrazol-1-yl)bicyclo[1.1.1]pentan-1-yl]-3,4-dihydro-2H-1-benzopyran-2-carboxamide O[C@@H]1C[C@@H](OC2=C1C=CC=C2)C(=O)NC21CC(C2)(C1)N1N=CC(=C1)C(=O)N1CC(C1)COC(F)(F)F